[Na].NCCC[Si](C1=CC=C(C=C1)[Si](C)(C)CCCN)(C)C 1,4-bis(gamma-aminopropyldimethylsilyl)benzene sodium